ClC=1C=C(C=CC1OC1CC1)[C@H]([C@@H](CN1CCCC1)NC(=O)C1CN(CC1)C1=CC=C(C=C1)OC(F)(F)F)O N-((1R,2R)-1-(3-chloro-4-cyclopropoxyphenyl)-1-hydroxy-3-(pyrrolidin-1-yl)propan-2-yl)-1-(4-(trifluoromethoxy)phenyl)pyrrolidine-3-carboxamide